2,2,2-trifluoroacetic acid (4-chloro-2-methyl-1,7-dioxo-1,2-dihydropyrido[3,4-d]pyridazin-6(7H)-yl)-3-methylazetidine-1-carboxylate ClC1=NN(C(C=2C1=CN(C(C2)=O)C2N(CC2C)C(=O)O)=O)C.FC(C(=O)O)(F)F